nicotinoyl-morpholine C(C1=CN=CC=C1)(=O)N1CCOCC1